ClC1=C(C=C(OCC(=O)NC23CC(C2)(C3)N3N=CC(=C3)OCCOC(F)(F)F)C=C1)F 2-(4-chloro-3-fluorophenoxy)-N-(3-{4-[2-(trifluoromethoxy)ethoxy]-1H-pyrazol-1-yl}bicyclo[1.1.1]pentan-1-yl)acetamide